2-chloro-9-methyl-6-((2-(trifluoromethyl)pyridin-4-yl)carbamoyl)-6,7,8,9-tetrahydropyrazolo[1,5-a]pyrido[2,3-e]pyrimidine-9-carboxylic acid ethyl ester C(C)OC(=O)C1(CCN(C=2C=NC=3N(C21)N=C(C3)Cl)C(NC3=CC(=NC=C3)C(F)(F)F)=O)C